(4-nitrophenyl)cyclopentyl-formonitrile [N+](=O)([O-])C1=CC=C(C=C1)C1(CCCC1)C#N